BrC(C(=O)OCC)C(=O)C1CC1 ethyl 2-bromo-3-cyclopropyl-3-oxo-propanoate